2-((1r,4R)-4-ethoxycyclohexylamino)-4-((1R,3S)-3-hydroxycyclohexylamino)pyrimidine-5-carbonitrile C(C)OC1CCC(CC1)NC1=NC=C(C(=N1)N[C@H]1C[C@H](CCC1)O)C#N